N-(2-(7-oxa-1-azaspiro[4.4]non-3-en-4-yl)thieno[2,3-b]pyridin-4-yl)-4,6-difluorobenzo[d]thiazol-5-amine N1CC=C(C12COCC2)C2=CC=1C(=NC=CC1NC=1C(=CC3=C(N=CS3)C1F)F)S2